Benzyl 3-((4-bromo-2-hydroxy-5-(methoxycarbonyl)phenyl)amino)pyrrolidine-1-carboxylate BrC1=CC(=C(C=C1C(=O)OC)NC1CN(CC1)C(=O)OCC1=CC=CC=C1)O